1-ethyl-2-oxo-N-(2-(piperidin-1-yl)ethyl)-1,2-dihydrobenzo[cd]indole-6-sulfonamide C(C)N1C(C2=C3C(C(=CC=C13)S(=O)(=O)NCCN1CCCCC1)=CC=C2)=O